F[C@@H]1CN(CC[C@@H]1NC1=C2C=C(N(C2=CC=C1)CC(F)(F)F)C#CCNC1=C(C=C(C(=O)O)C=C1)OC)CC(C)O 4-{[3-(4-{[(3R,4S)-3-fluoro-1-(2-hydroxypropyl)piperidin-4-yl]amino}-1-(2,2,2-trifluoroethyl)-1H-indol-2-yl)prop-2-yn-1-yl]amino}-3-methoxybenzoic acid